ClC(C(F)(F)S(=O)C(C(Cl)(F)F)(F)F)(F)F (2-chloro-1,1,2,2-tetrafluoroethyl) sulfoxide